methyl 8-((4-amino-5-(ethoxycarbonyl)-1H-pyrazol-1-yl)methyl)quinoline-5-carboxylate NC=1C=NN(C1C(=O)OCC)CC1=CC=C(C=2C=CC=NC12)C(=O)OC